1-(4-fluorophenyl)ethan-1-one FC1=CC=C(C=C1)C(C)=O